C(C)OC(/C(=C/OC1=CC2=C(N(CC(CS2(=O)=O)CCCC)C2=CC=C(C=C2)F)C=C1SC)/F)=O.C1(C=CC(N1C1=CC=C(C=C1)CCCC(=O)O)=O)=O.S(=O)(=O)(O)C1C(=O)NC(C1)=O sulfosuccinimide 4-[p-maleimidophenyl]butyrate ethyl-(Z)-3-((3-butyl-5-(4-fluorophenyl)-7-(methylthio)-1,1-dioxido-2,3,4,5-tetrahydro-1,5-benzothiazepin-8-yl)oxy)-2-fluoroacrylate